COC(CN)=O glycine methyl ester